N[C@@H](C(=O)O)CC(=O)C1=C(C(=CC=C1)O)N (R)-2-amino-4-(2-amino-3-hydroxyphenyl)-4-oxobutanoic acid